(S)-4-(3-(4-((2-fluorobenzyl)oxy)phenyl)-3-oxopropyl)-5-oxooxazolidine-3-carboxylic acid tert-butyl ester C(C)(C)(C)OC(=O)N1COC([C@@H]1CCC(=O)C1=CC=C(C=C1)OCC1=C(C=CC=C1)F)=O